2-(tert-butoxycarbonylamino)-4-methylsulfonyl-butyric acid C(C)(C)(C)OC(=O)NC(C(=O)O)CCS(=O)(=O)C